ClC=1C(=NC=C(C1[C@H](C)OC=1C=C2C(=NNC2=CC1)C=1C=CC(=NC1)N1CC2(CN(C2)C(=O)OC)C1)Cl)F methyl 6-[5-[5-[(1S)-1-(3,5-dichloro-2-fluoro-4-pyridyl)ethoxy]-1H-indazol-3-yl]-2-pyridyl]-2,6-diazaspiro[3.3]heptane-2-carboxylate